15-[(4-Methoxyphenyl)methyl]-5,7-dioxa-15-azatetracyclo[9.3.1.02,10.04,8]pentadec-2,4(8),9-triene COC1=CC=C(C=C1)CN1C2C3=CC=4OCOC4C=C3C1CCC2